C(C)(C)(C)N(C(O)=O)CC(=O)N1[C@@H](CC(C1)(F)F)C#N.N1CCC2(CC1)C=CC1=CC=CC=C12 spiro[indene-1,4'-piperidine] Tert-butyl-(S)-(2-(2-cyano-4,4-difluoropyrrolidin-1-yl)-2-oxoethyl)carbamate